1-(2-hydroxy-ethyl)-3-methyl-imidazole bromide [Br-].OCCN1CN(C=C1)C